ClC1=C(C=CC(=C1)OC)C=1CCCC2=C(C1C1=CC=C(C=C1)C=C1CN(C1)CCCF)C=CC=C2 8-(2-Chloro-4-methoxyphenyl)-9-(4-((1-(3-fluoropropyl)azetidin-3-yliden)methyl)phenyl)-6,7-dihydro-5H-benzo[7]annulen